C(C1=CC=CC=C1)C1(CC(=NO1)COCC1=CC=CC=C1)C(=O)OC methyl 5-benzyl-3-((benzyloxy)methyl)-4,5-dihydroisoxazole-5-carboxylate